C(C)N1C[C@@H](CCC1)NC=1N=NC(=C(C1)C)C1=CC=C2C=C(NC2=C1)C N-[(3R)-1-ethyl-3-piperidinyl]-5-methyl-6-(2-methyl-1H-indol-6-yl)pyridazin-3-amine